FC(O[C@H]1CC[C@H](CC1)NC=1N=C(C2=C(N1)NC=C2C=2C=C(C=1N(C2)C=CN1)F)OC)F N-(cis-4-(difluoromethoxy)cyclohexyl)-5-(8-fluoroimidazo[1,2-a]pyridin-6-yl)-4-methoxy-7H-pyrrolo[2,3-d]pyrimidin-2-amine